1-ethylbuten C(C)C=CCC